The molecule is a 1-O-acyl-sn-glycero-3-phosphocholine in which the acyl group is specified as nonadecanoyl. It is a lysophosphatidylcholine 19:0 and a 1-O-acyl-sn-glycero-3-phosphocholine. It derives from a nonadecanoic acid. CCCCCCCCCCCCCCCCCCC(=O)OC[C@H](COP(=O)([O-])OCC[N+](C)(C)C)O